C(C1=CC=CC=C1)(=O)OCCC[C@@H]1CN(CCC1)C(=O)OC(C)(C)C tert-butyl (3R)-3-(3-benzoyloxypropyl)piperidine-1-carboxylate